C(C)(=O)OC1C(CCC1)OC(C)=O 1,2-cyclopentanediol diacetate